C(C1=CC=CC=C1)N(C1=NC=2N(C(=C1)C=1C=NNC1)N=C(C2)C(=O)O)C 5-(benzyl(methyl)amino)-7-(1H-pyrazol-4-yl)pyrazolo[1,5-a]pyrimidine-2-carboxylic acid